6-(((6-(Piperidin-4-yl)pyridin-2-yl)oxy)methyl)isoquinoline N1CCC(CC1)C1=CC=CC(=N1)OCC=1C=C2C=CN=CC2=CC1